CC=1C=CC=2N(CC3N(C2N1)CCC(C3)C(=O)OC)C3=CC=C(C=C3)C(F)(F)F methyl 2-methyl-5-(4-(trifluoromethyl)phenyl)-6,6a,7,8,9,10-hexahydro-5H-dipyrido[1,2-a:3',2'-e]pyrazine-8-carboxylate